(R)-3-Amino-1,2-propanediol NC[C@H](CO)O